C(C)(C)C1=C(C=CC=C1)C1=CC2=C(C=N1)CC(N2CC2=CC=C(C=C2)C=2N(C=C(N2)C(F)(F)F)C)=O 6-(2-isopropylphenyl)-1-(4-(1-methyl-4-(trifluoromethyl)-1H-imidazol-2-yl)benzyl)-1,3-dihydro-2H-pyrrolo[3,2-c]pyridin-2-one